(E)-tert-Butyl 3-((2R,3S)-3-hydroxy-2-methyl-4-oxo-2,3,4,5-tetrahydro-1H-pyrido[2,3-b][1,4]diazepin-8-yl)acrylate O[C@H]1[C@H](NC2=C(NC1=O)N=CC(=C2)/C=C/C(=O)OC(C)(C)C)C